6-((4-(5-(methylthio)pyridin-3-yl)-1H-1,2,3-triazol-1-yl)methyl)-1H-indole-1-carboxylic acid tert-butyl ester C(C)(C)(C)OC(=O)N1C=CC2=CC=C(C=C12)CN1N=NC(=C1)C=1C=NC=C(C1)SC